C(C)OC(/C(=C/C1=CN=CS1)/N=[N+]=[N-])=O.ClC=1C(=NC=C(N1)Cl)CC1=CC(=CC=C1)C 3,5-dichloro-2-(3-methylbenzyl)pyrazine Ethyl-(Z)-2-azido-3-(thiazol-5-yl)acrylate